4-bromo-N,N-diethyl-3-nitroaniline BrC1=C(C=C(N(CC)CC)C=C1)[N+](=O)[O-]